5-(3-((benzo[d][1,3]dioxol-5-yloxy)methyl)-3,4-dihydro-2H-pyrrol-2-yl)-2-fluoropyridine O1COC2=C1C=CC(=C2)OCC2C(N=CC2)C=2C=CC(=NC2)F